N-[(2,3-dichloro-6-methoxyphenyl)(pyridin-4-yl)methyl]-2-methylpropane-2-sulfinamide ClC1=C(C(=CC=C1Cl)OC)C(NS(=O)C(C)(C)C)C1=CC=NC=C1